C(#N)/C(/C(=O)NCCOCCOCCOCCOCCOCCOC)=C(/C)\C1=CC2=CC=C(C=C2C=C1)N1CCCCC1 (E)-2-cyano-N-(2,5,8,11,14,17-hexaoxanonadecan-19-yl)-3-(6-(piperidin-1-yl)naphthalen-2-yl)but-2-enamide